N-(2-(6,6-Dimethyl-4,5,6,7-tetrahydro-1H-indazol-3-yl)-3H-imidazo[4,5-b]pyridin-6-yl)-1-fluoro-N-methylcyclobutane-1-carboxamide CC1(CCC=2C(=NNC2C1)C1=NC=2C(=NC=C(C2)N(C(=O)C2(CCC2)F)C)N1)C